1-(5-(((1R,4R)-5-(2,3-dichlorophenyl)-2,5-diazabicyclo[2.2.1]heptane-2-yl)methyl)-1-oxoisoindolin-2-yl)dihydropyrimidine-2,4(1H,3H)-dione ClC1=C(C=CC=C1Cl)N1[C@H]2CN([C@@H](C1)C2)CC=2C=C1CN(C(C1=CC2)=O)N2C(NC(CC2)=O)=O